C(C)(C)(C)OC(=O)NC1(CC2=CC(=CC=C2CC1)OC1=C(C=CC=C1)C1=CC=C(C=C1)Cl)C(=O)OC methyl 2-((tert-butoxycarbonyl)amino)-7-((4'-chloro-[1,1'-biphenyl]-2-yl)oxy)-1,2,3,4-tetrahydronaphthalene-2-carboxylate